2-{[7-amino-4-(3-benzoyl-4-hydroxyphenyl)-1-oxo-2,3-dihydro-1H-isoindol-2-yl]methyl}prop-2-enenitrile NC=1C=CC(=C2CN(C(C12)=O)CC(C#N)=C)C1=CC(=C(C=C1)O)C(C1=CC=CC=C1)=O